BrC=1C=C(C=CC1)C\C(\C)=N/NP(OCC)(OCC)=O Diethyl (Z)-(2-(1-(3-bromophenyl)propan-2-ylidene)hydrazineyl)phosphonate